[Cl-].C(CCCCCCCCCCCCCCCCCC)[N+](CC1=CC=CC=C1)(C)C nonadecanyl-dimethyl-benzyl-ammonium chloride